{[4-Hydroxy-6-(pyridin-2-ylsulfanyl)-isoquinoline-3-carbonyl]-amino}-acetic acid OC1=C(N=CC2=CC=C(C=C12)SC1=NC=CC=C1)C(=O)NCC(=O)O